(cis)-Methyl 4-(2-chloro-3,4-difluorophenyl)-6-(4-(N,N-dimethylsulfamoyl)cyclohexyl)-2-(thiazol-2-yl)-1,4-dihydropyrimidine-5-carboxylate ClC1=C(C=CC(=C1F)F)C1N=C(NC(=C1C(=O)OC)[C@@H]1CC[C@@H](CC1)S(N(C)C)(=O)=O)C=1SC=CN1